BrC(C)C1=CC(=CN2C1=NC(=CC2=O)N2CCCCC2)C 9-(1-bromoethyl)-7-methyl-2-(piperidin-1-yl)-4H-pyrido[1,2-a]pyrimidin-4-one